C(#C)C=1C=C(C=CC1)NC=1C2=C(N=CN1)N(C=C2)[C@H]2[C@@H]([C@]([C@H](O2)CNS(=O)(=O)NC(OC(C)(C)C)=O)(C)O)O tert-butyl (N-(((2R,3S,4R,5R)-5-(4-((3-ethynylphenyl)amino)-7H-pyrrolo[2,3-d]pyrimidin-7-yl)-3,4-dihydroxy-3-methyltetrahydrofuran-2-yl)methyl)sulfamoyl)carbamate